N-(cyclopropylmethyl)-1-[3-(2-pyridinyl)pyrazin-2-yl]ethylamine C1(CC1)CNC(C)C1=NC=CN=C1C1=NC=CC=C1